NC1=CC(=NN1CC(=O)OCC)C1=NC=CC=N1 Ethyl 2-(5-amino-3-(pyrimidin-2-yl)-1H-pyrazol-1-yl)acetate